CN1CCC(C1)CCC methyl-4-propyl-pyrrolidine